acryloxyhydroxypropyl acrylate C(C=C)(=O)OCCC(O)OC(C=C)=O